Hexylstearat C(CCCCC)OC(CCCCCCCCCCCCCCCCC)=O